methyl 4-{[3-(4-{[(3S,4R)-1-[(dimethylcarbamoyl)methyl]-3-fluoropiperidin-4-yl]amino}-1-(2,2,2-trifluoroethyl)-1H-indol-2-yl)prop-2-yn-1-yl]amino}-3-methoxybenzoate CN(C(=O)CN1C[C@@H]([C@@H](CC1)NC1=C2C=C(N(C2=CC=C1)CC(F)(F)F)C#CCNC1=C(C=C(C(=O)OC)C=C1)OC)F)C